FC1=C(C=CC(=C1)F)C1=CC(=NO1)C(=O)NC1(CN(C1)C1CCC(CC1)(C)O)CC(=O)NC(C)(C)C1=C(C=CC(=C1)OC)F 5-(2,4-difluorophenyl)-N-(3-(2-((2-(2-fluoro-5-methoxyphenyl)propan-2-yl)amino)-2-oxoethyl)-1-(4-hydroxy-4-methylcyclohexyl)azetidin-3-yl)isoxazole-3-carboxamide